5-(3-Chloro-2-fluoro-6-(1H-tetrazol-1-yl)phenyl)-2-(1-(4-(2-cyanopyridin-4-yl)-1H-pyrazol-1-yl)-2-(1-methyl-1H-pyrazol-4-yl)ethyl)pyridine 1-oxide ClC=1C(=C(C(=CC1)N1N=NN=C1)C=1C=CC(=[N+](C1)[O-])C(CC=1C=NN(C1)C)N1N=CC(=C1)C1=CC(=NC=C1)C#N)F